CC1=NC(=CC(=C1)C=1NC2=CC=C(C=C2C1C(C)C)C1CCN(CC1)CC1=NC=CC=N1)C 2-(2,6-dimethylpyridin-4-yl)-3-isopropyl-5-(1-(pyrimidin-2-ylmethyl)piperidin-4-yl)-1H-indole